N1=CC(=CC=C1)C[C@@H](N)C(=O)O D-3-(3-Pyridyl)alanine